N-((1S)-cyclohexyl(6-(4-isopropyl-2-oxoimidazolidin-1-yl)-6-(methylcarbamoyl)-1,5,6,7-tetrahydroindeno[5,6-d]imidazol-2-yl)methyl)-4-methyl-1,2,5-oxadiazole-3-carboxamide C1(CCCCC1)[C@H](NC(=O)C1=NON=C1C)C1=NC2=C(N1)C=C1CC(CC1=C2)(C(NC)=O)N2C(NC(C2)C(C)C)=O